FC1=CC=C(C=C1)[C@@H](CCO)C1CCN(CC1)C(=O)N1C[C@@H]2[C@@H](OCC(N2)=O)CC1 |o1:7| (-)-cis-6-(4-((S or R)-1-(4-Fluorophenyl)-3-hydroxypropyl)piperidine-1-carbonyl)hexahydro-2H-pyrido[4,3-b][1,4]oxazin-3(4H)-one